CC1=CC23C(=C(C(O2)CCC3(C)C)C)CC1 Oxidohimachalene